(S)-N-(8-Bromo-1-methyl-2-oxo-2,3,4,5-tetrahydro-1H-benzo[b]azepin-3-yl)-4-((6-methylpyridin-2-yl)methyl)-1H-pyrazole-1-carboxamide BrC=1C=CC2=C(N(C([C@H](CC2)NC(=O)N2N=CC(=C2)CC2=NC(=CC=C2)C)=O)C)C1